C1(CC1)C=1N(C2=NC(=NC(=C2N1)N1CCOCC1)N1N=C(C(=C1)C1=CC=CC=C1)OC)CC 4-(8-cyclopropyl-9-ethyl-2-(3-methoxy-4-phenyl-1H-pyrazol-1-yl)-9H-purin-6-yl)morpholine